N-(5-Chloro-1H-pyrrolo[3,2-b]pyridin-3-yl)-5-[4-(morpholinomethyl)phenyl]-1H-benzo[d]imidazol-2-amine ClC1=CC=C2C(=N1)C(=CN2)NC2=NC1=C(N2)C=CC(=C1)C1=CC=C(C=C1)CN1CCOCC1